5,6-dihydroxy-7-(3-hydroxypropoxy)-2-(3,4,5-trihydroxyphenyl)chroman-4-one OC1=C2C(CC(OC2=CC(=C1O)OCCCO)C1=CC(=C(C(=C1)O)O)O)=O